(R)-N-(6-(3-(2-ethoxyphenoxy)piperidin-1-yl)pyrazin-2-yl)thiazol-2-amine C(C)OC1=C(O[C@H]2CN(CCC2)C2=CN=CC(=N2)NC=2SC=CN2)C=CC=C1